4-[[(3R)-1-[(3S)-7-(ethylamino)-5-fluoro-3-methyl-2-oxo-indolin-3-yl]-3-piperidyl]oxy]-2-methoxy-benzenesulfonyl fluoride C(C)NC=1C=C(C=C2[C@](C(NC12)=O)(C)N1C[C@@H](CCC1)OC1=CC(=C(C=C1)S(=O)(=O)F)OC)F